COC1=CC=C(C=C1)C=1C=CC=C2C=NC(=NC12)NC1=CC(=C(C=C1)N1C(CNCC1)C)[N+](=O)[O-] 8-(4-(methoxy)phenyl)-N-(3-nitro-4-(methylpiperazin-1-yl)phenyl)quinazolin-2-amine